FC=1C=C(C=CC1C=1C=NC=C(C1)O)CN1CCN(CC1)C1=CC=C(C(=O)NS(=O)(=O)CCC(F)(F)F)C=C1 4-[4-[[3-Fluoro-4-(5-hydroxypyridin-3-yl)phenyl]methyl]piperazin-1-yl]-N-(3,3,3-trifluoropropylsulfonyl)benzamide